C1(CC(C(CC1)C(C)C)OCC1OC(OC1)C1=CC(=C(C=C1)O)O)C 4-(1-menthoxy-methyl)-2-(3',4'-dihydroxy-phenyl)-1,3-dioxolane